(methoxycarbonylsulfamoyl)triethylammonium hydroxide salt [OH-].COC(=O)NS(=O)(=O)[N+](CC)(CC)CC